CN1N=CC(=C1)S(=O)(=O)C1CCC(CC1)N 4-(1-methylpyrazol-4-yl)sulfonylcyclohexanamine